BrC(C(=O)Br)CCBr 2,4-dibromobutyryl bromide